(2R,4S)-{[3,5-Bis(trifluoromethyl)benzyl]-[5-(3-carboxypropoxy)pyrimidin-2-yl]amino}-2-ethyl-6-trifluoromethyl-3,4-dihydro-2H-quinoline-1-carboxylic acid ethyl ester C(C)OC(=O)N1[C@@](CCC2=CC(=CC=C12)C(F)(F)F)(CC)N(C1=NC=C(C=N1)OCCCC(=O)O)CC1=CC(=CC(=C1)C(F)(F)F)C(F)(F)F